IC1=CC=C(C=C1)NC=O 1-N-p-iodophenylformamide